CC=1C=C2C(C=C(OC2=C(C1)C(C)NC1=C(C(=O)O)C=CC=C1)C1=CC=C2C=NC=NC2=C1)=O 2-[1-(6-Methyl-4-oxo-2-quinazolin-7-yl-chromen-8-yl)ethylamino]benzoic acid